O=S1(C[C@H](CCC1)N1C(=NC2=C3CC[C@@H](N(C3=CC=C21)C(=O)OC)C)CCN2N=CC=N2)=O methyl (7S)-3-[(3S)-1,1-dioxo-λ6-thian-3-yl]-7-methyl-2-[2-(2H-1,2,3-triazol-2-yl)ethyl]-3H,6H,7H,8H,9H-imidazo[4,5-f]quinoline-6-carboxylate